CC=1C(=C(C(=O)O)C=C(C1)O)NC(\C=C\C1=CC(=C(C=C1)O)O)=O.OC=1C=C(C=CC1O)/C=C/C(=O)NC1=C(C(=O)O)C=C(C=C1)O (E)-2-(3-(3,4-dihydroxyphenyl)acrylamido)-5-hydroxybenzoate (Methyl (E)-2-(3-(3,4-dihydroxyphenyl)acrylamido)-5-hydroxybenzoate)